[C@]1([C@H](O)[C@H](O)[C@@H](CO)O1)(N1C(=O)N=C(N)C=C1)CC(C(=O)N)=C Cytidin-Methacrylamid